C1(CC1)C(=O)C=1N=C2N(N1)[C@H](C[C@H]2F)C2=CC=CC=C2 |r| cyclopropyl-[rac-(5R,7R)-7-fluoro-5-phenyl-6,7-dihydro-5H-pyrrolo[1,2-b][1,2,4]triazol-2-yl]methanone